tert-butyl (R)-3-((3-chloro-4-methylpyridin-2-yl) amino)piperidine-1-carboxylate ClC=1C(=NC=CC1C)N[C@H]1CN(CCC1)C(=O)OC(C)(C)C